FC1=C(OC2=NC=CC=C2C(=O)N)C=CC(=C1)CC(NC=1SC=C(N1)C1=CC(NC=C1)=O)=O (2-fluoro-4-(2-oxo-2-((4-(2-oxo-1,2-dihydropyridin-4-yl)thiazol-2-yl)amino)ethyl)phenoxy)pyridine-3-carboxamide